8-(8-chloro-1-((2S,4S)-2-(cyanomethyl)piperidin-4-yl)-6-fluoro-4-((S)-1-((S)-1-methylpyrrolidin-2-yl)ethoxy)-1H-pyrrolo[3,2-c]quinolin-7-yl)-1-naphthonitrile ClC1=CC=2C3=C(C(=NC2C(=C1C=1C=CC=C2C=CC=C(C12)C#N)F)O[C@@H](C)[C@H]1N(CCC1)C)C=CN3[C@@H]3C[C@H](NCC3)CC#N